2-amino-3-bromo-5-methyl-6,7-dihydropyrazolo[1,5-a]pyrazin-4(5H)-one NC1=NN2C(C(N(CC2)C)=O)=C1Br